CC1(COCC2=CC=CC(=C12)CC=O)C 2-(4,4-dimethylisochroman-5-yl)acetaldehyde